N-[(1S)-5-[2-(2-aminopyridin-3-yl)-5-(pyrazol-1-yl)imidazo[4,5-b]pyridin-3-yl]-2,3-dihydro-1H-inden-1-yl]pyrimidine-5-carboxamide NC1=NC=CC=C1C1=NC=2C(=NC(=CC2)N2N=CC=C2)N1C=1C=C2CC[C@@H](C2=CC1)NC(=O)C=1C=NC=NC1